5-isothiocyanato-2-(trifluoromethoxy)pyridine methyl-1H-1,2,3-triazole-5-carboxylate CN1N=NC=C1C(=O)O.N(=C=S)C=1C=CC(=NC1)OC(F)(F)F